di(n-decyl) phthalate C(C=1C(C(=O)OCCCCCCCCCC)=CC=CC1)(=O)OCCCCCCCCCC